zinc chromium salt [Cr].[Zn]